CC1=CC=C(C=C1)NCN1N=NC2=C1C=CC=C2 N-(4-methylphenyl)-1H-benzotriazole-1-methanamine